(6-fluoro-5-isopropylpyridin-2-yl)(3-(1-methyl-1H-pyrazol-5-yl)phenyl)methanaminium chloride [Cl-].FC1=C(C=CC(=N1)C([NH3+])C1=CC(=CC=C1)C1=CC=NN1C)C(C)C